1-(2-Aminoethyl)-2-imidazolidinon NCCN1C(NCC1)=O